5-bromo-2-((tert-butoxycarbonyl)amino)pyrazolo[1,5-a]Pyrimidine-3-carboxylic acid ethyl ester C(C)OC(=O)C=1C(=NN2C1N=C(C=C2)Br)NC(=O)OC(C)(C)C